(2S)-N-(2,5-dimethoxyphenyl)-2-methyl-3-(thiazol-2-yl)-3-(p-tolyl)pyrrolidine-1-carboxamide COC1=C(C=C(C=C1)OC)NC(=O)N1[C@H](C(CC1)(C1=CC=C(C=C1)C)C=1SC=CN1)C